Bis(tris-tert-butylphosphine) palladium (0) [Pd].C(C)(C)(C)P(C(C)(C)C)C(C)(C)C.C(C)(C)(C)P(C(C)(C)C)C(C)(C)C